N-[3-[5-(4-chlorophenyl)-1,2,4-oxadiazol-3-yl]-1-bicyclo[1.1.1]pentyl]-5-(1-methanesulfonylcyclopropyl)furan-2-carboxamide ClC1=CC=C(C=C1)C1=NC(=NO1)C12CC(C1)(C2)NC(=O)C=2OC(=CC2)C2(CC2)S(=O)(=O)C